C(CCCCCCCCCCC)C([N-]C)CCCCCCCCCCCC didodecyl-dimethylamide